2-cyclopentyl-6-hydroxyisoindolin-1-one C1(CCCC1)N1C(C2=CC(=CC=C2C1)O)=O